ClC=1C=C2C(=NC1OC)C(=C(N2C)C2=NC(=NN2)[C@@H](C(F)F)O)N2C=NC=C2 (S)-1-(5-(6-chloro-3-(1H-imidazol-1-yl)-5-methoxy-1-methyl-1H-pyrrolo[3,2-b]pyridin-2-yl)-1H-1,2,4-triazol-3-yl)-2,2-difluoroethan-1-ol